C12CN(CC(CC1)O2)NC2=CC=CC(=C2)C(F)(F)F (8-oxa-3-azabicyclo[3.2.1]oct-3-yl)-5-(trifluoromethyl)aniline